N(=[N+]=[N-])C=1C=C(C(CNCCSSCCNCC=2C(O)=CC(=CC2)N=[N+]=[N-])=CC1)O bis-[beta-(4-azidosalicylamino) ethyl] disulfide